FC1(OC2=C(O1)C=CC(=C2)[C@H](C)OC2=NC=CC(=C2)N2N=C(C=1CCC[C@@H](C21)N)C(F)(F)F)F (7S)-1-[2-[(1S)-1-(2,2-difluoro-1,3-benzodioxol-5-yl)ethoxy]-4-pyridinyl]-3-(trifluoromethyl)-4,5,6,7-tetrahydroindazol-7-amine